1-((2-(1,3-dioxolan-2-yl)-6-(((tetrahydrofuran-3-yl)methyl)amino)pyridin-3-yl)methyl)-4-methylpiperazin-2-one O1C(OCC1)C1=NC(=CC=C1CN1C(CN(CC1)C)=O)NCC1COCC1